3-[6-Chloro-3-[[(1R)-1-[3,6-dimethyl-2-(1-methylindazol-3-yl)-4-oxo-chromen-8-yl]ethyl]amino]-2-pyridyl]-4H-1,2,4-oxadiazol-5-one ClC1=CC=C(C(=N1)C1=NOC(N1)=O)N[C@H](C)C=1C=C(C=C2C(C(=C(OC12)C1=NN(C2=CC=CC=C12)C)C)=O)C